NC1=CC=C(O[C@H]2C[C@H](N(C2)C2=CC=C(C(=O)N[C@@H](CC#N)C3=CC=C(C=C3)S(=O)(=O)CC)C=C2)COC(F)F)C=C1 4-((2S,4S)-4-(4-aminophenoxy)-2-((difluoromethoxy)methyl)pyrrolidin-1-yl)-N-((S)-2-cyano-1-(4-(ethylsulfonyl)phenyl)ethyl)benzamide